Methyl 4-(((1RS,2S)-2-((tert-butoxycarbonyl)amino)-1-cyano-3-(5-phenyl-1H-indol-3-yl)propyl)amino)-4'-morpholino-[1,1'-biphenyl]-3-carboxylate C(C)(C)(C)OC(=O)N[C@H]([C@H](C#N)NC1=C(C=C(C=C1)C1=CC=C(C=C1)N1CCOCC1)C(=O)OC)CC1=CNC2=CC=C(C=C12)C1=CC=CC=C1 |&1:9|